5-(2-((1H-Pyrazol-3-yl)amino)pyridin-4-yl)-7-(3,3-dimethylbut-1-yn-1-yl)-1H-indazol-3-amine N1N=C(C=C1)NC1=NC=CC(=C1)C=1C=C2C(=NNC2=C(C1)C#CC(C)(C)C)N